CC(C=O)CCCCCC 2-methyl-octanal